(tert-butyl-4-hydroxy-5-methylphenyl)propionic acid C(C)(C)(C)C1=C(C=C(C(=C1)O)C)C(C(=O)O)C